methylsulfoximine CS(=O)=N